BrC1=CC2=C(N(C3=C(O2)C=C(C=C3)Br)CCN3CCN(CC3)C(=O)OC(C)(C)C)N=C1 tert-butyl 4-(2-(3,7-dibromo-10H-benzo[b]pyrido[2,3-e][1,4]oxazin-10-yl)ethyl)piperazine-1-carboxylate